N-(1-ethylpiperidin-4-yl)-N-methyl-2-[1-(pyridin-4-yl)-1H-pyrazol-4-yl]-1,3-thiazole-4-carboxamide C(C)N1CCC(CC1)N(C(=O)C=1N=C(SC1)C=1C=NN(C1)C1=CC=NC=C1)C